S(=O)(=O)=C1NC(C2=CC=CC=C2C1)=O sulfonyl-2H-isoquinolin-1-one